C(C)N1N=CC(=C1)CN1N=C(C=C1)C(F)(F)F 1-[(1-ethyl-1H-pyrazol-4-yl)methyl]-3-(trifluoromethyl)-1H-pyrazol